(4-((7-methyl-7H-pyrrolo[2,3-D]pyrimidin-4-yl)oxy)phenyl)-3-(3-trifluoromethyl-4-chlorophenyl)urea CN1C=CC2=C1N=CN=C2OC2=CC=C(C=C2)NC(=O)NC2=CC(=C(C=C2)Cl)C(F)(F)F